tert-butyl (3-oxopropyl)aminocarboxylate O=CCCNC(=O)OC(C)(C)C